ethyl 4-({[2-(2-chlorobenzyl)-8-methyl-4,5-dihydro-2H-furo[2,3-g]indazol-7-yl]carbonyl}amino)benzoate ClC1=C(CN2N=C3C4=C(CCC3=C2)OC(=C4C)C(=O)NC4=CC=C(C(=O)OCC)C=C4)C=CC=C1